C1(CC1)OCC12CN(CC(CC1)N2)C(=O)OCC2=CC=CC=C2 benzyl 1-(cyclopropoxymethyl)-3,8-diazabicyclo[3.2.1]octane-3-carboxylate